6-formyl-[3,4'-bipyridine]-3'-carbonitrile C(=O)C1=CC=C(C=N1)C1=C(C=NC=C1)C#N